C(#N)C1=C(SC2=C1C(=NC=C2F)C=2C1=C(C=3C=NC(=NC3C2F)N2C[C@H](CC2)N(C)CC2CC2)COC1)NC(OC(C)(C)C)=O tert-Butyl (3-cyano-4-(3-((S)-3-((cyclopropylmethyl)(meth-yl)amino)pyrrolidin-1-yl)-5-fluoro-7,9-dihydrofuro[3,4-f]quinazolin-6-yl)-7-fluorothieno[3,2-c]pyridin-2-yl)carbamate